C(#N)C=1C=C(C=CC1)C=1N=C(SC1C=1C=C2C(=NC=NC2=CC1)C)NC(=O)N1CC2(C1)OCCNC2 N-[4-(3-Cyanophenyl)-5-(4-methylquinazolin-6-yl)thiazol-2-yl]-5-oxa-2,8-diazaspiro[3.5]nonane-2-carboxamide